n-Propylacrylat C(CC)OC(C=C)=O